({2-[methyl(phenyl)sulfamoyl]phenyl}amino)acetic acid CN(S(=O)(=O)C1=C(C=CC=C1)NCC(=O)O)C1=CC=CC=C1